ClC=1C=C(C=CC1C)CC(=O)O (3-chloro-4-methylphenyl)acetic acid